6-((3-chlorophenoxy)methyl)-N-(4-methoxybenzyl)pyridazin-3-amine ClC=1C=C(OCC2=CC=C(N=N2)NCC2=CC=C(C=C2)OC)C=CC1